4-(4-(2-(((tert-butyldimethylsilyl)oxy)methyl)-4-chloro-5,5-dimethyl-5,6-dihydro-7H-pyrrolo[2,3-d]pyrimidin-7-yl)-3-methoxyphenyl)morpholine [Si](C)(C)(C(C)(C)C)OCC=1N=C(C2=C(N1)N(CC2(C)C)C2=C(C=C(C=C2)N2CCOCC2)OC)Cl